C(C)(C)(C)OC(=O)N/C(/N1N=CC=C1)=N/C(OC(C)(C)C)=O (Z)-tert-butyl (((tert-butoxycarbonyl)amino)(1H-pyrazol-1-yl)methylene)carbamate